5-chloro-3-(3,4-dimethylbenzylamino)benzofuran-2-carboxylic acid ClC=1C=CC2=C(C(=C(O2)C(=O)O)NCC2=CC(=C(C=C2)C)C)C1